FC=1C(=NC(=NC1)NC1=CC(=CC=C1)N1CCN(CC1)C(=O)C1COCC1)N1C=C(C2=CC=CC=C12)C(=O)N 1-(5-fluoro-2-{3-[4-(tetrahydro-furan-3-carbonyl)-piperazin-1-yl]-phenylamino}-pyrimidin-4-yl)-1H-indole-3-carboxylic acid amide